2-((4-(2-(4-chloro-2-fluorophenyl)-2-methylbenzo[d][1,3]dioxolan-4-yl)-3,6-dihydropyridin-1(2H)-yl)methyl)-1-(((S)-oxetan-2-yl)methyl)-1H-thieno[2,3-d]imidazole-5-carboxylic acid ClC1=CC(=C(C=C1)C1(OC2=C(O1)C=CC=C2C=2CCN(CC2)CC=2N(C1=C(N2)SC(=C1)C(=O)O)C[C@H]1OCC1)C)F